C(=O)O.FC(OCCN1C[C@@H](CCC1)NC1=NN=C(C=2N1C=CC2)C2=C(C=C(C=C2)C(F)(F)F)OC(F)F)F N-{(3R)-1-[2-(difluoromethoxy)ethyl]piperidin-3-yl}-1-[2-(difluoromethoxy)-4-(trifluoromethyl)phenyl]pyrrolo[1,2-d][1,2,4]triazin-4-amine formate